acetyl-3,4-dihydroxy-5-isopentenyl-cyclopent-2-enone C(C)(=O)C=1C(C(C(C1O)O)CCC(=C)C)=O